4-((4-ethylpiperazin-1-yl)methyl)-3-chloroaniline C(C)N1CCN(CC1)CC1=C(C=C(N)C=C1)Cl